(3R,4S)-3-cyclopropyl-4-methyl-1-[6-(4-methylpyrazol-1-yl)pyrrolo[1,2-b]pyridazin-4-yl]-2-oxopyrrolidine-3-carbonitrile C1(CC1)[C@]1(C(N(C[C@H]1C)C=1C=2N(N=CC1)C=C(C2)N2N=CC(=C2)C)=O)C#N